deuteroalanine isopropyl ester C(C)(C)OC([C@@H](N[2H])C)=O